C(#C)C=1SC=C(N1)NC(=O)N1CCN(CC1)C1=CC=C(C=C1)C1=C2C=NN(C2=CC=C1)C N-(2-ethynylthiazol-4-yl)-4-(4-(1-methyl-1H-indazol-4-yl)phenyl)piperazine-1-carboxamide